ClC1=CC=C(/C=C/C=2NC3=NC=NC(=C3N2)N)C=C1 (E)-8-(4-chlorostyryl)-9H-purin-6-amine